FC(C1=CC(=C(C=C1)CC(=O)OC(C)(C)C)OC)F tert-butyl 2-[4-(difluoromethyl)-2-methoxyphenyl]acetate